(1s,2R,3R,4R)-1-((2R)-2-((4R,5R)-2-(2-chloro-6-fluorophenyl)-5-hydroxy-1,3-dioxan-4-yl)-2-hydroxyethyl)-3,4-dihydroxy-2-(hydroxymethyl)pyrrolidin-1-ium ClC1=C(C(=CC=C1)F)C1OC[C@H]([C@H](O1)[C@@H](C[NH+]1[C@@H]([C@H]([C@@H](C1)O)O)CO)O)O